1-(4-chloro-2-(1-ethoxyvinyl)phenyl)-1H-tetrazole ClC1=CC(=C(C=C1)N1N=NN=C1)C(=C)OCC